C(C)(C)(C)[Si](O[C@H](CC(=O)N(C)OC)C1=CC(=C(C=C1)F)F)(C)C (3R)-3-[tert-butyl-(dimethyl)silyl]oxy-3-(3,4-difluorophenyl)-N-methoxy-N-methyl-propionamide